(4R)-4-(2-{bis[(4-methoxyphenyl)methyl]amino}pyridin-3-yl)-4-{[(S)-2-methylpropane-2-sulfinyl]amino}butyl methanesulfonate CS(=O)(=O)OCCC[C@@H](N[S@@](=O)C(C)(C)C)C=1C(=NC=CC1)N(CC1=CC=C(C=C1)OC)CC1=CC=C(C=C1)OC